Cl.NC(C(=O)N1CCN(CC1)C(=O)NC1=NC(N(C=C1)C1=CC=C(C=C1)CC(C)N(C)[C@@H]1C[C@@H](CC1)N)=O)(C)C 4-(2-amino-2-methylpropanoyl)-N-(1-(4-(2-(((1S,3R)-3-aminocyclopentyl)(methyl)amino)propyl)phenyl)-2-oxo-1,2-dihydropyrimidin-4-yl)piperazine-1-carboxamide hydrochloride salt